COC=1C=C(C(=O)Cl)C=C(C1OC([2H])([2H])[2H])OC([2H])([2H])[2H] 3-methoxy-4,5-bis(trideuteromethoxy)benzoyl chloride